ClC1=C(C=CC=C1)N1C(N(C2=NC(=NC=C2C1)NC1=CC(=C(C=C1)N1CCN(CC1)C)C)CCNC(CC)=O)=O N-(2-(3-(2-chlorophenyl)-7-(3-methyl-4-(4-methylpiperazin-1-yl)anilino)-2-oxo-3,4-dihydropyrimido[4,5-d]pyrimidin-1(2H)-yl)ethyl)propionamide